The molecule is an L-lysine derivative that is the aldimine obtained via formal condensation of the side-chain amino group of L-lysine with the carbonyl group of pyridoxal phosphate. It is a L-lysine derivative, an organic phosphate, an aldimine, a member of methylpyridines and a monohydroxypyridine. It derives from a pyridoxal. CC1=NC=C(C(=C1O)C=NCCCC[C@@H](C(=O)O)N)COP(=O)(O)O